4-[(2-{3-[(2-hydroxy-6-methylpyridin-3-yl)amino]prop-1-yn-1-yl}-1-(2,2,2-trifluoroethyl)-1H-indol-4-yl)amino]-1λ6-thiane-1,1-dione OC1=NC(=CC=C1NCC#CC=1N(C2=CC=CC(=C2C1)NC1CCS(CC1)(=O)=O)CC(F)(F)F)C